NC1=C(C(=CS1)C#N)C=1N=CSC1 5-amino-4-(thiazol-4-yl)thiophene-3-carbonitrile